di(4-bromophenyl)iodonium BrC1=CC=C(C=C1)[I+]C1=CC=C(C=C1)Br